C(CCC)OC(=O)NCCOC(C(=C)C)=O 2-[(Butoxycarbonyl)amino]ethylmethacrylat